((2-amino-3-chloroquinolin-7-yl)oxy)methyl-5-(4-chloro-7H-pyrrolo[2,3-d]pyrimidin-7-yl)tetrahydrothiophene-3,4-diol NC1=NC2=CC(=CC=C2C=C1Cl)OCC1SC(C(C1O)O)N1C=CC2=C1N=CN=C2Cl